FC(C1=CC=C(CN2C=CC3=C(C=CC(=C23)C(=O)N[C@H](C)C2=CC=C(C(=O)O)C=C2)C2=CC(=CC=C2)C(F)(F)F)C=C1)(F)F (R)-4-(1-(1-(4-(trifluoromethyl)benzyl)-4-(3-(trifluoromethyl)phenyl)-1H-indole-7-carboxamido)ethyl)benzoic acid